C(C)(=O)O[C@H]1[C@@H]([C@H]([C@@H](O[C@@H]1OC1=CC=C(C=C1)C(\C=C\C1=CC=CC=C1)=O)COC(C)=O)O[C@H]1O[C@H]([C@@H]([C@H]([C@@H]1OC(C)=O)OC(C)=O)OC(C)=O)COC(C)=O)CC(=O)O 2-[(2S,3R,4R,5S,6R)-5-Acetyloxy-2-(acetyloxymethyl)-6-[4-[(E)-3-phenylprop-2-enoyl]phenoxy]-3-[(2S,3S,4R,5S,6S)-3,4,5-triacetyloxy-6-(acetyloxymethyl)oxan-2-yl]oxyoxan-4-yl]acetic acid